FC=1C=CC2=C(C(=NO2)OC)C1 5-fluoro-3-methoxybenzo[d]isoxazole